COC(=O)C=1C=CC2=C(CCCCC2=O)C1OC.BrC=1C=NC=C(C1)C(=C)CO[Si](C)(C)C(C)(C)C 3-bromo-5-(3-((tert-butyl-dimethylsilyl)oxy)prop-1-en-2-yl)pyridine methyl-1-methoxy-5-oxo-6,7,8,9-tetrahydro-5H-benzo[7]annulene-2-carboxylate